N[C@H](C(=O)O)CC1=CC=C(C=C1)N1CCN(CC1)C(CN1CCOCC1)=O (s)-2-amino-3-(4-(4-(2-morpholinoacetyl)piperazin-1-yl)phenyl)propanoic acid